FC=1C(=CC=2C3=C(C=NC2C1)N(C(C31CC(C1)C1=CC(=CC=C1)F)=O)C)C=1C=C(C(=NC1)OCCNC(C)C)NS(=O)(=O)C N-(5-(7'-Fluoro-3-(3-fluorophenyl)-3'-methyl-2'-oxo-2',3'-dihydrospiro[cyclobutane-1,1'-pyrrolo[2,3-c]quinolin]-8'-yl)-2-(2-(isopropylamino)ethoxy)pyridin-3-yl)methanesulfonamide